3,5-Dimethoxybromobenzene COC1=CC(=CC(=C1)Br)OC